FC=1C=C(C=CC1C)N1N=C(C(C=C1C)=O)C(=O)NC1CCC2=C(NC1=O)C=CC=C2 1-(3-fluoro-4-methylphenyl)-6-methyl-4-oxo-N-(2-oxo-2,3,4,5-tetrahydro-1H-benzo[b]azepin-3-yl)-1,4-dihydro-pyridazine-3-carboxamide